N-(4-methylphenyl)glycine CC1=CC=C(C=C1)NCC(=O)O